O1N=CC(=C1)C1=CC(=C2C=NNC2=C1)N1CC(C1)OCCCCNCC=1C=C(C=C(C1)C(F)(F)F)CO (3-(((4-((1-(6-(isoxazol-4-yl)-1H-indazol-4-yl)azetidin-3-yl)oxy)butyl)amino)methyl)-5-(trifluoromethyl)phenyl)methanol